ClCC(=O)NC=1C=C(C(=O)NC2=CC(=CC=C2)OCC#C)C=CC1 3-(2-chloroacetamido)-N-(3-(prop-2-yn-1-yloxy)phenyl)benzamide